bis(β-hydroxyethyl isopropyl)terephthalate OCCC(C)(C)OC(C1=CC=C(C(=O)OC(C)(C)CCO)C=C1)=O